(1R,3S,4S)-N-(3-chloro-4-fluorophenyl)-N-(3-((R)-3-hydroxypyrrolidin-1-yl)propyl)-2-(6-methyl-4-(trifluoromethyl)pyridin-2-yl)-2-azabicyclo[2.2.1]heptane-3-carboxamide ClC=1C=C(C=CC1F)N(C(=O)[C@H]1N([C@@H]2CC[C@H]1C2)C2=NC(=CC(=C2)C(F)(F)F)C)CCCN2C[C@@H](CC2)O